7-(1-hydroxyethyl)-1H-indole-2-carboxylic acid OC(C)C=1C=CC=C2C=C(NC12)C(=O)O